(e)-3-((3,7-dimethylocta-2,6-dien-1-yl)oxy)-5-pentadecylphenyl pivalate C(C(C)(C)C)(=O)OC1=CC(=CC(=C1)CCCCCCCCCCCCCCC)OC\C=C(\CCC=C(C)C)/C